vinyl-ammonium phosphate salt P(=O)([O-])([O-])[O-].C(=C)[NH3+].C(=C)[NH3+].C(=C)[NH3+]